4,6-Dichloro-N-ethoxynicotinamide ClC1=CC(=NC=C1C(=O)NOCC)Cl